BrC1=C2C=NN(C2=CC(=C1Cl)C)COCC[Si](C)(C)C 4-bromo-5-chloro-6-methyl-1-((2-(trimethylsilyl)ethoxy)methyl)-1H-indazole